C(#N)C=1C=NN2C1C(=CC(=C2)OCC(C)(C)O)C=2C=CC(=NC2)N2CCC(CC2)C 1-(5-(3-cyano-6-(2-hydroxy-2-methylpropoxy)pyrazolo[1,5-a]pyridin-4-yl)pyridin-2-yl)-4-methylpiperidin